OC1=C(C(=O)N2CC3=CC=C(C=C3C2)CN2CCN(CC2)CCCCCNC(CCC)=O)C=C(C(=C1)O)C(C)C N-(5-(4-((2-(2,4-dihydroxy-5-isopropylbenzoyl)isoindolin-5-yl)methyl)piperazin-1-yl)pentyl)butanamide